N-(4-((2-(1,1-difluoroethyl)-6-methylpyrimidin-4-yl)amino)-5-(5-(dimethylamino)-1,2,4-thiadiazol-3-yl)pyridin-2-yl)acetamide FC(C)(F)C1=NC(=CC(=N1)NC1=CC(=NC=C1C1=NSC(=N1)N(C)C)NC(C)=O)C